tert-butyl (R)-(cyclobutylmethyl)(1-(6-(3-hydroxyoxetan-3-yl)pyridin-3-yl)piperidin-3-yl)carbamate C1(CCC1)CN(C(OC(C)(C)C)=O)[C@H]1CN(CCC1)C=1C=NC(=CC1)C1(COC1)O